(4-chlorophenyl)-3,4,5,6-tetrahydrophthalimide ClC1=CC=C(C=C1)C1C2=C(C(=O)NC2=O)CCC1